2-(ETHYLAMINO)BUTANOIC ACID C(C)NC(C(=O)O)CC